NC1=NC(=C(C=2N1C(N(N2)CC2=NC=C(C=C2)Br)=O)C2=CC(=NC(=C2)C)CO)C2=CC=CC=C2 5-amino-2-[(5-bromo-2-pyridinyl)methyl]-8-[2-(hydroxymethyl)-6-methyl-4-pyridinyl]-7-phenyl-[1,2,4]triazolo[4,3-c]pyrimidin-3-one